5-(2,3-dichloro-6-hydroxyphenyl)-3-(2-hydroxyethyl)-1,3-oxazolidin-2-one ClC1=C(C(=CC=C1Cl)O)C1CN(C(O1)=O)CCO